C1(=CC=C(C=C1)N(C=1C=C(C(=CC1)C1=CC=CC=C1)C1=CC=CC=C1)C1=CC=C(C=C1)C1=CC=CC=C1)C1=CC=CC=C1 bis(biphenyl-4-yl)-(1,1':2,1''-terphenyl-4-yl)amine